[2H]benzopyran O1CC=CC2=C1C=CC=C2